4-[[5-(4-hydroxy-1-piperidyl)-2-pyridyl]amino]-2-(4-piperidyl)-6H-1,6-naphthyridin-5-one OC1CCN(CC1)C=1C=CC(=NC1)NC1=CC(=NC=2C=CNC(C12)=O)C1CCNCC1